tert-butyl (1S,2S,3R,5R)-3-([5-[4-chloro-2-(methoxymethoxy)phenyl]-1,3,4-thiadiazol-2-yl](methyl)amino)-2-fluoro-8-azabicyclo[3.2.1]octane-8-carboxylate ClC1=CC(=C(C=C1)C1=NN=C(S1)N([C@H]1[C@H]([C@@H]2CC[C@H](C1)N2C(=O)OC(C)(C)C)F)C)OCOC